C12CC(CC(CC1)N2)NC(OC(C)(C)C)=O t-butyl (endo-8-azabicyclo[3.2.1]octan-3-yl)carbamate